FC1=C(C=CC(=C1)S(=O)(=O)C)NNC(CC[C@H](N)C(=O)O)=O (s)-N5-((2-fluoro-4-(methylsulfonyl)phenyl)amino)-L-glutamine